3-amino-3-phenoxybenzene NC1(CC=CC=C1)OC1=CC=CC=C1